ClC=1C=C2CCC(CC2=CC1)=O 6-chloro-3,4-dihydronaphthalen-2(1H)-one